Pentadecyldimethylamine Oxide C(CCCCCCCCCCCCCC)[N+](C)(C)[O-]